FC1=C(C=CC=C1)C1=CC(=CN1)C(=O)OCC1=CC=CC=C1 benzyl 5-(2-fluorophenyl)-1H-pyrrole-3-carboxylate